[Cu].[Ce] Cerium-copper